CC1=CC(CC(C1)(C)C)=O 3,5,5-Trimethyl-2-cyclohexenone